C1(=CC=CC=C1)C1=NC=CC(=C1)[Si](C)(C)C 2-phenyl-4-(trimethylsilyl)pyridine